(1R)-3,3-difluorocyclopentane-1-amine hydrochloride Cl.FC1(C[C@@H](CC1)N)F